tetrahydro-[1,2,4]triazolo[1,5-a]pyridin N1CNN2C1=CC=CC2